4-hydroxy-5-methyl-benzoate OC1=CC=C(C(=O)[O-])C=C1C